N-((2R)-3-methyl-1-(2-methyl-1-oxo-4-phenyl-2,8-diazaspiro-[4.5]decan-8-yl)-1-oxobutan-2-yl)benzamide CC([C@H](C(=O)N1CCC2(C(CN(C2=O)C)C2=CC=CC=C2)CC1)NC(C1=CC=CC=C1)=O)C